fluoro-N-methoxy-N-methyl-4-(trifluoromethyl)benzamide FC1=C(C(=O)N(C)OC)C=CC(=C1)C(F)(F)F